C(C)(C)N1N2C(C3=CC(=CC=C3C1)OC)=CC(C(=C2)C(=O)O)=O 6-isopropyl-10-methoxy-2-oxo-6,7-dihydro-2H-pyrido[2,1-a]phthalazine-3-carboxylic acid